6-[(2,6-difluoro-4-pyridyl)amino]-3-methoxy-N-(1-methylcyclopropyl)pyridine-2-carboxamide FC1=NC(=CC(=C1)NC1=CC=C(C(=N1)C(=O)NC1(CC1)C)OC)F